(2s,4s)-1-tert-butoxycarbonyl-4-[3-[3-[3-(2-hydroxyethylamino)propyl]-2-methyl-indazol-4-yl]phenoxy]pyrrolidine-2-carboxylic acid C(C)(C)(C)OC(=O)N1[C@@H](C[C@@H](C1)OC1=CC(=CC=C1)C=1C2=C(N(N=C2C=CC1)C)CCCNCCO)C(=O)O